[3-[[[6-[cyclopropyl-[[4-(trifluoromethyl)phenyl]methyl]amino]-5-fluoro-pyrimidin-4-yl]amino]methyl]oxetan-3-yl]methanol C1(CC1)N(C1=C(C(=NC=N1)NCC1(COC1)CO)F)CC1=CC=C(C=C1)C(F)(F)F